(S)-(5-cyclopropyl-1,3,4-oxadiazol-2-yl)(4-(4-(trifluoromethyl)pyrazolo[1,5-a]pyridin-2-yl)-6,7-dihydro-1H-imidazo[4,5-c]pyridin-5(4H)-yl)methanone C1(CC1)C1=NN=C(O1)C(=O)N1[C@@H](C2=C(CC1)NC=N2)C2=NN1C(C(=CC=C1)C(F)(F)F)=C2